F[B-](F)(F)F.N1=C(C=CC=C1)C1=NC=CC=C1 2,2'-bipyridyl tetrafluoroborate